C(CCCCCCCCCCCCC)OCCOC(C=C)=O.C(C=C)(=O)OCCOCCCCCCCCCCCCC tridecyloxyethyl acrylate tetradecyloxyethyl-acrylate